ethyl nipecotate N1CC(C(=O)OCC)CCC1